3-(1H-indol-3-yl)-1H-indene-2-carbaldehyde N1C=C(C2=CC=CC=C12)C1=C(CC2=CC=CC=C12)C=O